BrC=1C=C(C=C2C=NC=NC12)C(F)(F)F 8-bromo-6-(trifluoromethyl)quinazolin